4-amino-3,6-dichloropyridine-2-formic acid NC1=C(C(=NC(=C1)Cl)C(=O)O)Cl